C(C1=CC=CC=C1)(C1=CC=CC=C1)[C@@H]1N2C(C=3N(C1)C(=CN3)C3CC3)=C(C(C=C2)=O)O (S)-6-benzhydryl-3-cyclopropyl-11-hydroxy-5H-imidazo[1,2-a]pyrido[2,1-c]pyrazin-10(6H)-one